1-(1,2,3,5,6,7-hexahydro-S-indacen-4-yl)-3-[1H-pyrazol-4-yl-[[(2S)-tetrahydrofuran-2-yl]methyl]sulfamoyl]urea C1CCC2=C(C=3CCCC3C=C12)NC(=O)NS(N(C[C@H]1OCCC1)C=1C=NNC1)(=O)=O